2-((2S,6R)-2,6-dimethylmorpholino)-5-(piperidin-1-yl)thiazolo[4,5-b]pyridin C[C@@H]1O[C@@H](CN(C1)C=1SC=2C(=NC(=CC2)N2CCCCC2)N1)C